C1=CC(=C(C(=C1)Br)Br)O Dibromophenol